FC(F)(F)C(COCC(C(F)(F)F)(F)F)(F)F trifluoromethyldifluoroethyl ether